6-(2-amino-5-bromo-6-fluoropyridin-3-yl)-4-methylisoquinolin-1(2H)-one NC1=NC(=C(C=C1C=1C=C2C(=CNC(C2=CC1)=O)C)Br)F